C1(CCC1)CN1C(C2=CC=C(C=C2CC1)C=1SC=C(N1)NC(=O)N[C@@H]1CNCCC1)=O (S)-1-(2-(2-(cyclobutylmethyl)-1-oxo-1,2,3,4-tetrahydroisoquinolin-6-yl)thiazol-4-yl)-3-(piperidin-3-yl)urea